di(tolyl)ethylenediamine C1(=C(C=CC=C1)NCCNC1=C(C=CC=C1)C)C